Cl[C@@]1(NC=2N(C(CN(C2C(N1)=O)C)CC)CC=1SC(=CC1)C)N (R)-2-Chloro-7-ethyl-5-methyl-8-((5-methylthiophen-2-yl)methyl)-7,8-dihydropterin